C(C1=CC=CC=C1)C1(CCC1)CNC(=O)C1=NN(C(N1)=O)CC N-((1-benzylcyclobutyl)methyl)-1-ethyl-5-oxo-4,5-dihydro-1H-1,2,4-triazole-3-carboxamide